2-((5-(3-chlorophenyl)-7H-pyrrolo[2,3-d]pyrimidin-4-yl)(methyl)amino)ethanol ClC=1C=C(C=CC1)C1=CNC=2N=CN=C(C21)N(CCO)C